C(C=C)(=O)N1C[C@@H](N(CC1)C=1C2=C(N(C(N1)=O)C=1C(=NC=CC1C(C)C)S(=O)(=O)C)N=C(C(=C2)F)C2=C(C=CC=C2)Cl)C (S)-4-(4-acryloyl-2-methylpiperazin-1-yl)-7-(2-chlorophenyl)-6-fluoro-1-(4-isopropyl-2-(methylsulfonyl)pyridin-3-yl)pyridino[2,3-d]pyrimidin-2(1H)-one